CN(C1=CC2=C(N=C(S2)C2=CC=C(C=C2)C=2C=CC(=NC2)N(CCOCCOCCOCCOCCOCC(=O)OC(C)(C)C)C(=O)OC(C)(C)C)C=C1)C tert-butyl 2-[2-[2-[2-[2-[2-[[5-[4-[6-(dimethylamino)-1,3-benzothiazol-2-yl]phenyl]pyridin-2-yl]-[(2-methylpropan-2-yl)oxycarbonyl]amino]ethoxy]ethoxy]ethoxy]ethoxy]ethoxy]ethanoate